N-(4-methoxy-5-((6-((R)-3-(6-methylpyridine-3-yl)isoxazolidine-2-yl)pyrimidine-4-yl)amino)-2-(4-morpholino-[1,4'-bipiperidine]-1'-yl)phenyl)acrylamide COC1=CC(=C(C=C1NC1=NC=NC(=C1)N1OCC[C@@H]1C=1C=NC(=CC1)C)NC(C=C)=O)N1CCC(CC1)N1CCC(CC1)N1CCOCC1